NC[C@@H]1OC(N2[C@H]1COC1=C2C=CC(=C1)S(=O)(=O)N1CCN(CC1)C(=O)OC(C)(C)C)=O tert-Butyl 4-[[cis-3-(aminomethyl)-1-oxo-3a,4-dihydro-3H-oxazolo[4,3-c][1,4]benzoxazin-7-yl]sulfonyl]piperazine-1-carboxylate